3-(7-(1-(5-chloropyridin-3-yl)-3,5-dimethyl-1H-pyrazol-4-yl)-3-(1-(tetrahydro-2H-pyran-2-yl)-1H-pyrazol-5-yl)pyrazolo[1,5-a]pyrimidin-5-yl)-8-oxa-3-azabicyclo[3.2.1]octane ClC=1C=C(C=NC1)N1N=C(C(=C1C)C1=CC(=NC=2N1N=CC2C2=CC=NN2C2OCCCC2)N2CC1CCC(C2)O1)C